C=1(C(=CC=CC1)S)S.[Sn+4] Tin (IV) 1,2-benzenedithiol